1-hydroxy-4-methyl-6-(2,4,4-trimethylpentenyl)-2-pyridone ON1C(C=C(C=C1C=C(CC(C)(C)C)C)C)=O